N-((2S,3S,4R)-3,4-dihydroxy-1-(((2S,3R,4S,5R,6R)-3,4,5-trihydroxy-6-(hydroxymethyl)tetrahydro-2H-pyran-2-yl)oxy)octadecan-2-yl)-11-(tetrahydro-2H-pyran-4-yl)undecanamide O[C@@H]([C@H](CO[C@H]1O[C@@H]([C@@H]([C@@H]([C@H]1O)O)O)CO)NC(CCCCCCCCCCC1CCOCC1)=O)[C@@H](CCCCCCCCCCCCCC)O